6,7-difluoro-3-(1,2,5,6-tetrahydropyridin-3-yl)-1,2-benzothiazole FC1=C(C2=C(C(=NS2)C=2CNCCC2)C=C1)F